1-[(3aS,6S,6aR)-4-oxo-2,3,3a,5,6,6a-hexahydro-1H-pyrrolo[3,4-c]pyrrol-6-yl]methanesulfonamide O=C1[C@H]2[C@@H]([C@H](N1)CS(=O)(=O)N)CNC2